(R)-2-(4-(4-(2-(2-aminopyridin-3-yl)-5-phenyl-3H-imidazo[4,5-b]pyridin-3-yl)benzyl)-2-methylpiperazin-1-yl)pyrimidine-4-carbonitrile NC1=NC=CC=C1C1=NC=2C(=NC(=CC2)C2=CC=CC=C2)N1C1=CC=C(CN2C[C@H](N(CC2)C2=NC=CC(=N2)C#N)C)C=C1